4-(methoxy-methyl)cyclohexanone tert-butyl-(5-(N-hydroxycarbamimidoyl)-1-(4-(trifluoromethyl)phenyl)-1,2,3,4-tetrahydroquinolin-3-yl)carbamate C(C)(C)(C)N(C(O)=O)C1CN(C2=CC=CC(=C2C1)C(NO)=N)C1=CC=C(C=C1)C(F)(F)F.COCC1CCC(CC1)=O